ClC1=C(C=CC=C1)[C@H](C)OC=1C(=NC(=NC1)C(=O)N[C@H](C)\C=C\S(=O)(=O)C)C 5-((S)-1-(2-chlorophenyl)ethoxy)-4-methyl-N-((R,E)-4-(methylsulfonyl)but-3-en-2-yl)pyrimidine-2-carboxamide